[123I]C1=C(OC([C@H]2CN(CCO2)C(=O)OC(C)(C)C)C2=CC=CC=C2)C=CC=C1 (2R,3S)-2-[(2-[123I]Iodophenoxy)phenylmethyl]N-tert-Butoxycarbonyl-morpholine